N-{4-[3-Anilino-4-oxo-5-(2,2,2-trifluoroethyl)-4,5,6,7-tetrahydro-1H-pyrrolo[3,2-c]pyridin-2-yl]pyridin-2-yl}-2-(4-fluorophenyl)acetamid N(C1=CC=CC=C1)C1=C(NC2=C1C(N(CC2)CC(F)(F)F)=O)C2=CC(=NC=C2)NC(CC2=CC=C(C=C2)F)=O